(M)-2-[6-Chloro-4-[(2S,5R)-2,5-dimethyl-4-prop-2-enoyl-piperazin-1-yl]-1-(2-isopropyl-4-methyl-3-pyridyl)-2-oxo-pyrido[2,3-d]pyrimidin-7-yl]benzoic acid ClC1=CC2=C(N(C(N=C2N2[C@H](CN([C@@H](C2)C)C(C=C)=O)C)=O)C=2C(=NC=CC2C)C(C)C)N=C1C1=C(C(=O)O)C=CC=C1